OC(CC(=O)O)C L-β-hydroxybutyric acid